Cl.COC(C1=C(C=C(C(=C1)Cl)N)OC)=O 5-chloro-4-amino-2-methoxybenzoic acid methyl ester hydrochloride